C#CCC.[C] carbon butyne